N1(C=NC2=C1C=CC=C2)CC2=C(C=CC=C2)CN2C=NC1=C2C=CC=C1 1,2-bis((1H-benzimidazole-1-yl)methyl)benzene